C(C)(C)(C)OC(=O)N=C(N1C[C@@H](CC1)C1=NC(=NO1)C1=CC=C(C=C1)C(C)=NOCCCCC1=CC=CC=C1)NC(OC(C)(C)C)=O tert-butyl (R)-(((tert-butoxycarbonyl)imino)(3-(3-(4-(1-((4-phenylbutoxy)imino)ethyl)phenyl)-1,2,4-oxadiazol-5-yl)pyrrolidin-1-yl)methyl)carbamate